ClC1=CC(=C(C=C1)C1=C2C(=C(N=N1)N[C@H]1CN(CCC1)C)C=NC=C2)F (R)-1-(4-chloro-2-fluorophenyl)-N-(1-methylpiperidin-3-yl)pyrido[3,4-d]pyridazin-4-amine